C1(CCCC1)NC(OC1=CC(=CC=C1)C=1C=NC=C(C1)C=1N=NN(N1)COCC[Si](C)(C)C)=O 3-(5-(2-((2-(trimethylsilyl)ethoxy)methyl)-2H-tetrazol-5-yl)pyridin-3-yl)phenyl cyclopentylcarbamate